FC=1C=C2C(=C(/C(/C2=CC1)=C/C1=CC=C(C=C1)OC1=CC=CC=C1)C)CC(=O)NO 2-[(1Z)-5-fluoro-2-methyl-1-[(4-phenoxyphenyl)methylene]-1H-inden-3-yl]-N-hydroxyacetamide